2'-chloro-5'-methoxy-6-methyl-N-(5-(((3s,5s)-5-methyltetrahydrofuran-3-yl)methoxy)-1,3,4-thiadiazol-2-yl)-(4,4'-bipyridine)-3-carboxamide ClC1=NC=C(C(=C1)C1=C(C=NC(=C1)C)C(=O)NC=1SC(=NN1)OC[C@@H]1CO[C@H](C1)C)OC